5-chloro-N-hydroxy-3-[4-(trifluoromethyl)phenyl]sulfinyl-pyridine-2-carboxamidine ClC=1C=C(C(=NC1)C(=N)NO)S(=O)C1=CC=C(C=C1)C(F)(F)F